4,6-dichlorophthalazine-1-ol ClC1=NN=C(C2=CC=C(C=C12)Cl)O